C1(CC1)[C@H](C)N1C(C=2N(C=3N(C(C2C1)=O)N=C(C3)C)CC(=O)OCC)=O ethyl {6-[(1S)-1-cyclopropylethyl]-2-methyl-5,8-dioxo-5,6,7,8-tetrahydro-4H-pyrazolo[1,5-a]pyrrolo[3,4-d]pyrimidin-4-yl}acetate